(R)-5-(1-(3,5-Dichloropyridin-4-yl)ethoxy)-3-(2-(4-(methylsulfonyl)piperazin-1-yl)pyrimidin-5-yl)-1H-indazole ClC=1C=NC=C(C1[C@@H](C)OC=1C=C2C(=NNC2=CC1)C=1C=NC(=NC1)N1CCN(CC1)S(=O)(=O)C)Cl